[2-Methyl-4-[3-(4-methyl-phenyl)-3-[4-[3-(morpholin-4-yl)propynyl]phenyl]allyloxy]-phenoxy]acetic acid CC1=C(OCC(=O)O)C=CC(=C1)OCC=C(C1=CC=C(C=C1)C#CCN1CCOCC1)C1=CC=C(C=C1)C